OC1=C(C=C(C=C1Cl)C1=C(C=CC(=C1)Cl)Cl)Cl 4-hydroxy-2',3,5,5'-tetrachlorobiphenyl